ClC=1C(=CC(=NC1)NC(C1=CC(=C(C=C1)C)C1=CC2=C(N=C(N=C2)NC=2C=NN(C2)C)N2C1=NCC2)=O)C(F)(F)F N-(5-chloro-4-(trifluoromethyl)pyridin-2-yl)-4-methyl-3-(2-((1-methyl-1H-pyrazol-4-yl)amino)-8,9-dihydroimidazo[1',2':1,6]pyrido[2,3-d]pyrimidin-6-yl)benzamide